[O-]CCCC.[O-]CCCC.[O-]CCCC.[O-]CCCC.[Zr+4] zirconium(IV) tetra-n-butoxide